tris-(2-methyl-1-aziridinyl)phosphine oxide CC1N(C1)P(N1C(C1)C)(N1C(C1)C)=O